FC1=C(C(=CC=C1)OC)C1=NC=CC2=C1CN(C2=O)C2=NC(=CC=C2)N2CC1CCC(C2)N1C 4-(2-fluoro-6-methoxyphenyl)-2-(6-(8-methyl-3,8-diazabicyclo[3.2.1]oct-3-yl)pyridin-2-yl)-2,3-dihydro-1H-pyrrolo[3,4-c]pyridin-1-one